Tert-Butyl 4-(4-cyano-6-(4-cyano-3-fluorophenyl)-5-(3-fluoro-4-methoxyphenyl)pyrid-2-yl)azacycloheptane-1-carboxylate C(#N)C1=CC(=NC(=C1C1=CC(=C(C=C1)OC)F)C1=CC(=C(C=C1)C#N)F)C1CCN(CCC1)C(=O)OC(C)(C)C